N-(2-fluoro-4-(6-isopropoxypyrazin-2-yl)phenyl)-2-methyl-2-(2-(methylsulfonamido)thiazol-4-yl)propanamide FC1=C(C=CC(=C1)C1=NC(=CN=C1)OC(C)C)NC(C(C)(C=1N=C(SC1)NS(=O)(=O)C)C)=O